8-(azetidin-3-yl)-2-[2-(prop-2-yl)phenyl]-9-[[4-(1H-pyrazol-1-yl)phenyl]methyl]-9H-purine N1CC(C1)C=1N(C2=NC(=NC=C2N1)C1=C(C=CC=C1)C(C)C)CC1=CC=C(C=C1)N1N=CC=C1